4-ISOCYANO-2,5-DIFLUOROBENZONITRILE [N+](#[C-])C1=CC(=C(C#N)C=C1F)F